2-((3-(6-amino-5-bromo-2-fluoropyridin-3-yl)-6-(tert-butylsulfonyl)imidazo[1,2-a]pyridin-7-yl)oxy)ethan-1-ol NC1=C(C=C(C(=N1)F)C1=CN=C2N1C=C(C(=C2)OCCO)S(=O)(=O)C(C)(C)C)Br